FC(C)C(F)(F)F 2,3,3,3-tetrafluoropropane